ClC1=CC(=C(C=C1)C1=NN2C(C=N[C@@H](C2)C)=C1C1=CC=NC=C1)F |r| (RS)-2-(4-chloro-2-fluorophenyl)-6-methyl-3-(pyridin-4-yl)-6,7-dihydropyrazolo[1,5-a]pyrazin